C1CCC12CCOCC2 7-oxaspiro[3.5]nonane